(2S,4R)-4-fluoro-1-[2-(4-methoxyphenyl)cyclopropanecarbonyl]-N-[(S)-phenyl[4-(propan-2-yl)phenyl]methyl]pyrrolidine-2-carboxamide F[C@@H]1C[C@H](N(C1)C(=O)C1C(C1)C1=CC=C(C=C1)OC)C(=O)N[C@H](C1=CC=C(C=C1)C(C)C)C1=CC=CC=C1